N1C=C(C=2C1=NC=CC2)C=2SC=C(N2)C=2C=C(C=CC2)[C@@]2(C(CC1=CC=NC=C12)(C)C)O (R)-7-(3-(2-(1H-pyrrolo[2,3-b]pyridin-3-yl)thiazol-4-yl)phenyl)-6,6-dimethyl-6,7-dihydro-5H-cyclopenta[d]pyridin-7-ol